(S)-(4-(3-Fluoro-5-(piperazin-1-yl)benzoyl)piperazin-1-yl)(3-methyl-4-(pyrrolidin-3-yloxy)phenyl)methanone hydrochloride Cl.FC=1C=C(C(=O)N2CCN(CC2)C(=O)C2=CC(=C(C=C2)O[C@@H]2CNCC2)C)C=C(C1)N1CCNCC1